N1(N=CC=C1)C1=CC=C(CC2=CC(=NC(=C2C)C2=NN(C=C2)C)C(=O)NCC2CCOCC2)C=C1 4-(4-(1H-pyrazol-1-yl)benzyl)-5-methyl-6-(1-methyl-1H-pyrazol-3-yl)-N-((tetrahydro-2H-pyran-4-yl)methyl)picolinamide